(2-(1-(6,7-dimethoxyquinolin-4-yl)piperidin-4-yl)ethyl)boronic Acid COC=1C=C2C(=CC=NC2=CC1OC)N1CCC(CC1)CCB(O)O